1-[3-(2-chloro-6-methyl-4-pyridinyl)-2-(3-cyanophenyl)pyrazolo[1,5-a]pyrimidin-5-yl]azetidine-2-carboxylic acid ClC1=NC(=CC(=C1)C=1C(=NN2C1N=C(C=C2)N2C(CC2)C(=O)O)C2=CC(=CC=C2)C#N)C